N-(2-{[4-(4-amino-2,6-difluorophenoxy)-6-methoxyquinolin-7-yl]oxy}ethyl)-N-methylcarbamic acid tert-butyl ester C(C)(C)(C)OC(N(C)CCOC1=C(C=C2C(=CC=NC2=C1)OC1=C(C=C(C=C1F)N)F)OC)=O